2-(3-(4-amino-3-(2-fluoro-4-phenoxyphenyl)-1H-pyrazolo[3,4-d]pyrimidin-1-yl)piperidine-1-carbonyl)-4-methyl-4-(4-(oxetan-3-yl)piperazin-1-yl)pent-2-enenitrile NC1=C2C(=NC=N1)N(N=C2C2=C(C=C(C=C2)OC2=CC=CC=C2)F)C2CN(CCC2)C(=O)C(C#N)=CC(C)(N2CCN(CC2)C2COC2)C